3-(4-chloro-1H-indol-6-yl)-1-[1-(3-chloro-5-fluorophenyl)ethyl]urea ClC1=C2C=CNC2=CC(=C1)NC(NC(C)C1=CC(=CC(=C1)F)Cl)=O